(S)-4-((1-cyanopyrrolidin-3-yl)amino)-5-fluoro-2,3-dimethyl-1H-indole-7-carboxamide C(#N)N1C[C@H](CC1)NC1=C2C(=C(NC2=C(C=C1F)C(=O)N)C)C